1,3-Dibromo-2-methylbenzene BrC1=C(C(=CC=C1)Br)C